CC=1C=CN2C1C(NC1=CC(=CC=C21)C(=O)OC)=O methyl 3-methyl-4-oxo-4,5-dihydropyrrolo[1,2-a]quinoxaline-7-carboxylate